C(C1CO1)N(CC1CO1)NC1=CC=C(C=C1)C(C1=CC=C(C=C1)NN(CC1CO1)CC1CO1)C1=CC=C(C=C1)NN(CC1CO1)CC1CO1 tris(4-(N,N-diglycidylamino)aminophenyl)methane